ClC1=C(C=C(C=C1)F)CC(=O)N1C(CC(C1)F)C(=O)NC(C1=CC=C(C=C1)C(C)C)C1=CC=CC=C1 1-[2-(2-chloro-5-fluorophenyl)acetyl]-4-fluoro-N-{phenyl[4-(propan-2-yl)phenyl]methyl}pyrrolidine-2-carboxamide